C1(CCC1)C(=O)C=1N(C=CC1)C1=C(C=C(C(=O)OC)C=C1)[N+](=O)[O-] methyl 4-(2-(cyclobutanecarbonyl)-1H-pyrrol-1-yl)-3-nitrobenzoate